OC1CCN(CC1)C(CNC1=C2CN(C(C2=CC=C1)=O)C1C(NC(CC1)=O)=O)=O 3-[4-[[2-(4-hydroxy-1-piperidyl)-2-oxo-ethyl]amino]-1-oxo-isoindolin-2-yl]piperidine-2,6-dione